COC=1C=C2C(=NC(=NC2=CC1OC)C1=C(C=CC=C1)O)NCCN1CCN(CC1)C 2-(6,7-dimethoxy-4-((2-(4-methylpiperazin-1-yl)ethyl)amino)quinazolin-2-yl)phenol